ClC=1C=CC2=C(OCCN(S2(=O)=O)[C@H](C(=O)OC(C)(C)C)C(C)C2=C(C(=CC=C2F)C)C)C1C(C)OS(=O)(=O)C tert-butyl (2S)-2-(7-chloro-6-(1-((methylsulfonyl)oxy)ethyl)-1,1-dioxido-3,4-dihydro-2H-benzo[b][1,4,5]oxathiazepin-2-yl)-3-(6-fluoro-2,3-dimethylphenyl)butanoate